C(=C)(C)[C@@H]1CCC(=C[C@H]1C1=C(C=C(C=C1O)CCCCC)O)C 2-[(1R,6R)-6-Isopropenyl-3-methylcyclohex-2-en-1-yl]-5-pentylbenzene-1,3-diol